ClC1=CC(=C(C=C1)CN1C(NC(C2=C1C=CN2)=O)S)C(=C)OCCCCO 1-([4-Chloro-2-[1-(4-hydroxybutoxy)vinyl]phenyl]methyl)-2-sulfanyl-1,2,3,5-tetrahydro-4H-pyrrolo[3,2-d]pyrimidin-4-one